C1COC(=O)C2=CC=CC=C21 The molecule is the simplest member of the class of dihydroisocoumarins that is the 3,4-dihydro derivative of isocoumarin. It derives from an isocoumarin.